(1S,9S)-1-Amino-9-ethyl-5-fluoro-9-hydroxy-1-(2-hydroxyethyl)-4-methyl-1,2,3,9,12,15-hexahydro-10H,13H-benzo[de]pyrano[3',4':6,7]indolizino[1,2-b]quinoline-10,13-dione hydrochloride Cl.N[C@@]1(CCC=2C=3C1=C1C(=NC3C=C(C2C)F)C2=CC3=C(C(N2C1)=O)COC([C@]3(O)CC)=O)CCO